3-chloro-2-{[6-(2-chlorophenyl)-2,5-dimethylthieno[2,3-d]pyrimidin-4-yl]oxy}benzamide tert-butyl-(S)-((1-(4,5-dichloro-2-ethoxyphenethyl)pyrrolidin-3-yl)methyl)carbamate C(C)(C)(C)N(C(O)=O)C[C@@H]1CN(CC1)CCC1=C(C=C(C(=C1)Cl)Cl)OCC.ClC=1C(=C(C(=O)N)C=CC1)OC=1C2=C(N=C(N1)C)SC(=C2C)C2=C(C=CC=C2)Cl